N-(6-amino-5-ethyl-3-pyridyl)-2-oxo-2-[(2R,5R)-2-[2-[3-(dimethylamino)cyclobutyl]-1,3-benzothiazol-5-yl]-5-methyl-1-piperidyl]acetamide NC1=C(C=C(C=N1)NC(C(N1[C@H](CC[C@H](C1)C)C=1C=CC2=C(N=C(S2)C2CC(C2)N(C)C)C1)=O)=O)CC